C(C)[C@@H]1N(C[C@H](N(C1)C(C)C1=C(C=C(C=C1)F)C(F)(F)F)CC)C=1C=2C(N(C(C1)=O)C([2H])([2H])[2H])=CN(N2)C2OCCCC2 7-((2S,5R)-2,5-diethyl-4-(1-(4-fluoro-2-(trifluoromethyl)phenyl)ethyl)piperazin-1-yl)-4-(methyl-d3)-2-(tetrahydro-2H-pyran-2-yl)-2,4-dihydro-5H-pyrazolo[4,3-b]pyridin-5-one